C(#N)C1=NC2=CC(=CC(=C2N=C1N1CCN(CC1)C=1C=NN(C1)C)[C@@H](C)NC1=C(C(=O)O)C=CC=C1)C (R)-2-((1-(2-cyano-7-methyl-3-(4-(1-methyl-1H-pyrazol-4-yl)piperazin-1-yl)quinoxalin-5-yl)ethyl)amino)benzoic acid